NC=1C=CC(=C(C(=O)OC)C1)C1=CC=2C(=NC=CC2)S1 Methyl 5-amino-2-(thieno[2,3-b]pyridin-2-yl)benzoate